O1COC2=C1C=CC(=C2)C=2C=C1C(=NC2)N(N=C1NC(=O)C1=CC=NO1)CC(C)C N-(5-(benzo[d][1,3]dioxol-5-yl)-1-isobutyl-1H-pyrazolo[3,4-b]pyridin-3-yl)isoxazole-5-carboxamide